2-[4-(2-hydroxypropan-2-yl)phenyl]-6-(3-methyloxetan-3-yl)-4-[2-(2,2,2-trifluoroethoxy)phenyl]-2,3-dihydro-1H-pyrrolo[3,4-c]pyridin-1-one OC(C)(C)C1=CC=C(C=C1)N1CC=2C(=NC(=CC2C1=O)C1(COC1)C)C1=C(C=CC=C1)OCC(F)(F)F